(3R)-4-amino-N-((5-cyano-2-pyridinyl)methyl)-3-methyl-N-(2-propanyl)-1,3-dihydrofuro[3,4-c]quinoline-8-carboxamide NC1=NC=2C=CC(=CC2C2=C1[C@H](OC2)C)C(=O)N(C(C)C)CC2=NC=C(C=C2)C#N